COCC1=CC=C(C=C1)OC2=CC=C(C=C2)COC 4,4'-oxybis((methoxymethyl)benzene)